C(CC)OCCN(C1=C(C=CC=C1CC)CC)CCOCCC N,N-di(propoxyethyl)-2,6-diethylaniline